(6-(3-methyl-4-(trifluoromethyl)phenyl)-2-azaspiro[3.4]octan-2-yl)methanone CC=1C=C(C=CC1C(F)(F)F)C1CC2(CN(C2)C=O)CC1